C(C1=CC=CC=C1)OC(CNC(CCOCCOCCC(=O)OCC1=CC=CC=C1)=O)=O Benzyl 3-(2-(3-((2-(benzyloxy)-2-oxoethyl)amino)-3-oxopropoxy)ethoxy)propanoate